[C@H](C)(CC)NC(O[C@H]1C[C@H](CC1)C1=NN(C(=C1)N)C(C)(C)C)=O (1R,3S)-3-(5-Amino-1-(tert-butyl)-1H-pyrazol-3-yl)cyclopentyl ((S)-sec-butyl)carbamate